2-(Hydroxymethyl)butan-1,3-diol OCC(CO)C(C)O